1-((((S)-1-(2-chlorophenyl)-2-oxocyclohexyl)(methyl)carbamoyl)oxy)ethyl acetyl-L-leucinate C(C)(=O)N[C@@H](CC(C)C)C(=O)OC(C)OC(N(C)[C@]1(C(CCCC1)=O)C1=C(C=CC=C1)Cl)=O